C[C@@H]1N(CC1)C=1N=C(C2=C(N1)CCC2)C2=CC(=CC=C2)CS(=O)(=O)C (S)-2-(2-methylazetidin-1-yl)-4-(3-((methylsulfonyl)methyl)phenyl)-6,7-dihydro-5H-cyclopenta[d]pyrimidine